OC[C@H](C1=CC=CC=C1)NC1=NC(=NC=C1C=1OC=NN1)NC1=CC=C2C(N3C(C2=C1)(CCCC3)C)=O 9-((4-(((S)-2-hydroxy-1-phenylethyl)amino)-5-(1,3,4-oxadiazol-2-yl)pyrimidin-2-yl)amino)-10b-methyl-1,3,4,10b-tetrahydropyrido[2,1-a]isoindol-6(2H)-one